4-(1,1-difluoropropan-2-yl)-N-(6-methyl-5-(7-(methylamino)-1,6-naphthyridin-3-yl)pyridin-3-yl)picolinamide FC(C(C)C1=CC(=NC=C1)C(=O)NC=1C=NC(=C(C1)C=1C=NC2=CC(=NC=C2C1)NC)C)F